CC=1C=C(C2=C(C(=C(O2)CNC(=O)C=2C=NN3C2N=CC=C3)C=C)C1)C(=O)[O-] 5-Methyl-2-((pyrazolo[1,5-a]pyrimidine-3-carboxamido)methyl)-3-vinylbenzofuran-7-carboxylate